N-(4-(2-((1-(2-methoxyethyl)-1H-pyrazol-4-yl)amino)pyrimidin-4-yl)phenyl)acrylamide COCCN1N=CC(=C1)NC1=NC=CC(=N1)C1=CC=C(C=C1)NC(C=C)=O